(3,4-dichloro-1H-indol-7-yl)-1,3-dihydrobenzo[c]thiophene-5-sulfonamide 2,2-dioxide ClC1=CNC2=C(C=CC(=C12)Cl)C1S(CC2=C1C=CC(=C2)S(=O)(=O)N)(=O)=O